O1CCOC2=C1C=CC(=C2)S(=O)(=O)Cl 2,3-dihydro-1,4-benzodioxine-6-sulfonyl chloride